FC1=CC2=C(C3=C(CCN(CC3)CC(F)(F)F)S2)C=C1 8-fluoro-3-(2,2,2-trifluoroethyl)-2,3,4,5-tetrahydro-1H-benzo[4,5]thieno[2,3-d]azepine